5-(3-(benzo[d][1,3]dioxol-4-ylethynyl)-5-chlorophenoxy)-1H-1,2,3-triazole-4-carboxylic acid O1COC2=C1C=CC=C2C#CC=2C=C(OC1=C(N=NN1)C(=O)O)C=C(C2)Cl